[Na].C(C)NC1=NC(=NC(N1)=S)S 6-ethylamino-1,3,5-triazine-2-thione-4-thiol sodium